FC(C=1C(=C(C=CC1)[C@@H](C)NC=1C2=C(N=C(N1)C)C=NC(=C2)N2C[C@@H](CC2)NC(COC)=O)F)F N-{(3R)-1-[4-({(1R)-1-[3-(difluoromethyl)-2-fluorophenyl]ethyl}amino)-2-methylpyrido[3,4-d]pyrimidin-6-yl]pyrrolidin-3-yl}-2-methoxyacetamide